FC(F)(F)S(=N)C(F)(F)F.C(CCCCCCCCC)N1C=[N+](C=C1)C 1-decyl-3-methylimidazolium bistrifluoromethyl-sulfimide salt